O=C1N(CCC(N1)=O)C=1C=NC=CC1CN1CCN(CC1)C1=CC=C(C(=O)NC=2C3=C(NN2)CN(C3)C([C@@H](C3=CC=CC=C3)OC)=O)C=C1 (R)-4-(4-((3-(2,4-dioxotetrahydropyrimidin-1(2H)-yl)pyridin-4-yl)methyl)piperazin-1-yl)-N-(5-(2-methoxy-2-phenylacetyl)-1,4,5,6-tetrahydropyrrolo[3,4-c]pyrazol-3-yl)benzamide